(R)-1-((S)-3-fluoropyrrolidine-1-yl)propane F[C@@H]1CN(CC1)CCC